2-(5-methyl-3-trifluoromethyl-1H-pyrazol-1-yl)acetic acid CC1=CC(=NN1CC(=O)O)C(F)(F)F